(1S,3S)-3-((6-(5-((4-(cyclopropylmethyl)-3-methyl-2-oxoimidazolidin-1-yl)methyl)-1-methyl-1H-1,2,3-triazol-4-yl)-2-methylpyridin-3-yl)oxy)cyclohexane-1-carboxylic acid C1(CC1)CC1N(C(N(C1)CC1=C(N=NN1C)C1=CC=C(C(=N1)C)O[C@@H]1C[C@H](CCC1)C(=O)O)=O)C